(1R,2R)-2-(trifluoromethoxymethyl)cyclopropanecarboxylic acid FC(OC[C@H]1[C@@H](C1)C(=O)O)(F)F